[2-[2-[2-(3-amino-2-fluoro-1,1-dimethyl-propoxy)ethoxy]ethoxy]ethyl] carbamate C(N)(OCCOCCOCCOC(C(CN)F)(C)C)=O